2-methylnaphthalene borate B(O)(O)O.CC1=CC2=CC=CC=C2C=C1